N-[4'-(trifluoromethylsulfanyl)-biphenyl-2-yl]-3-difluoromethyl-1-methyl-1H-pyrazole-4-carboxamide FC(F)(F)SC1=CC=C(C=C1)C1=C(C=CC=C1)NC(=O)C=1C(=NN(C1)C)C(F)F